4H-quinolin-4-one N1=CCC(C2=CC=CC=C12)=O